(S)-N-(4-(1-((4-methyl-4H-1,2,4-triazol-3-yl)thio)ethyl)pyridin-2-yl)-5,6,7,8-tetrahydroquinoline-2-carboxamide CN1C(=NN=C1)S[C@@H](C)C1=CC(=NC=C1)NC(=O)C1=NC=2CCCCC2C=C1